2-Methyl-5-(3-(trifluoromethyl)phenyl)-N-(3-(2-(pyrrolidin-1-yl)propyl)-1,2,4-thiadiazole-5-yl)thiophene-3-carboxamide CC=1SC(=CC1C(=O)NC1=NC(=NS1)CC(C)N1CCCC1)C1=CC(=CC=C1)C(F)(F)F